2-(5-(7-(4-ethylphenyl)hept-1-en-1-yl)furan-2-yl)-1-methylimidazolidin-4-one C(C)C1=CC=C(C=C1)CCCCCC=CC1=CC=C(O1)C1N(CC(N1)=O)C